N,N-dimethyl-trifluoromethanesulfonamide CN(S(=O)(=O)C(F)(F)F)C